1-(trans-4-((4-(4-chloro-1-methyl-1H-pyrazol-3-yl)-5-(trifluoromethyl)pyrimidin-2-yl)amino)cyclohexyl)-1-(5-(2-methoxypyrimidin-5-yl)pyridin-2-yl)-3-(2,2,2-trifluoroethyl)urea ClC=1C(=NN(C1)C)C1=NC(=NC=C1C(F)(F)F)N[C@@H]1CC[C@H](CC1)N(C(=O)NCC(F)(F)F)C1=NC=C(C=C1)C=1C=NC(=NC1)OC